N-(3-chloropyridin-4-yl)amino-1,N1,N3,2,2-pentamethyl-N3-(2-(pyridin-4-yl)pyrido[3,4-d]pyrimidin-4-yl)propane-1,3-diamine ClC=1C=NC=CC1NN(C(C(CN(C=1C2=C(N=C(N1)C1=CC=NC=C1)C=NC=C2)C)(C)C)C)C